BrC1=C(C(=O)OC)C=C(C=C1F)NC1=NN(C=C1C(N)=O)[C@@H]1COCC[C@H]1C#N methyl 2-bromo-5-[[4-carbamoyl-1-(trans-4-cyanotetrahydro-2H-pyran-3-yl)pyrazol-3-yl] amino]-3-fluoro-benzoate